5-[(4-isocyanatocyclohexyl)methyl]-3-methylcyclohexane N(=C=O)C1CCC(CC1)CC1CC(CCC1)C